Methyl (2S,4R)-1-benzyl-4-(tosyloxy)pyrrolidine-2-carboxylate C(C1=CC=CC=C1)N1[C@@H](C[C@H](C1)OS(=O)(=O)C1=CC=C(C)C=C1)C(=O)OC